N1=C(N=CC=C1)C=1C(=NNC(C1)=S)CCC(=O)O 3-(4-pyrimidin-2-yl-6-thioxo-pyridazinyl)propanoic acid